1-(5-(4,6-dichloropyrimidin-2-yl)-2-methylpiperidin-1-yl)ethan-1-one ClC1=NC(=NC(=C1)Cl)C1CCC(N(C1)C(C)=O)C